ClC1=C(C=CC=C1Cl)C=1N=CC(=NC1C)N1CCC(CC1)(N)C (5-(2,3-dichlorophenyl)-6-methylpyrazin-2-yl)-4-methylpiperidin-4-amine